1,3,5-triaza-7-phosphatricyclo-[3.3.1.13,7]decane N12CN3CN(CP(C1)C3)C2